COC1=C(C(=C2C(=C1)C3(C4=CC(=C(C(=C4O2)Cl)O)OC)C5=C(C=CC(=C5)C(=O)O)C(=O)O3)Cl)O The molecule is a fluorescein compound having chloro substituents in the 4'- and 5'-positions, methoxy substituents in the 2'- and 7'-positions and a carboxy substituent at the 6-position. It has a role as a fluorochrome. It derives from a fluorescein.